2-(5-chloro-2-oxobenzo[d]oxazol-3(2H)-yl)-N-(4-(((6-cyclopropylimidazo[1,2-a]pyridin-2-yl)methyl)amino)pyridin-2-yl)acetamide ClC=1C=CC2=C(N(C(O2)=O)CC(=O)NC2=NC=CC(=C2)NCC=2N=C3N(C=C(C=C3)C3CC3)C2)C1